2,5-dimercapto-1,3,4-thiadiazoleethanol tert-butyl-(3-(3-((tert-butyldimethylsilyl)oxy)-6-oxo-6H-benzo[c]chromen-8-yl)prop-2-yn-1-yl)carbamate C(C)(C)(C)N(C(=O)OCCC1(SC(=NN1)S)S)CC#CC=1C=CC2=C(C(OC3=CC(=CC=C23)O[Si](C)(C)C(C)(C)C)=O)C1